dimethyl 2,5-dimethyladipate CC(C(=O)OC)CCC(C(=O)OC)C